6-[4,4-dimethyl-5-oxo-5-[4-[5-(trifluoromethyl)pyrimidin-2-yl]piperazin-1-yl]pentyl]-4-(trifluoromethyl)-2-(2-trimethylsilylethoxymethyl)pyridazin-3-one CC(CCCC=1C=C(C(N(N1)COCC[Si](C)(C)C)=O)C(F)(F)F)(C(N1CCN(CC1)C1=NC=C(C=N1)C(F)(F)F)=O)C